NC1=NC=C(C=C1OC(C)C1=C(C=CC(=C1)F)N1N=CC=C1CC1=NN(C(=C1)C#N)C)Br 3-((1-(2-(1-((2-amino-5-bromopyridin-3-yl)oxy)ethyl)-4-fluorophenyl)-1H-pyrazol-5-yl)methyl)-1-methyl-1H-pyrazole-5-carbonitrile